C1=C(C(=O)NC(=O)N1[C@H]2[C@@H]([C@@H]([C@H](O2)CO)O)O)O The molecule is a member of the class of uridines that is uridine in which the hydrogen at position 5 of the uracil ring is substituted by a hydroxy group. It is a member of uridines and an organic hydroxy compound.